ClC1=CC=C(C=C1)[C@@]1(N(C(C2=CC(=CC(=C12)F)C(C)(C=1C=NN(C1)C)O)=O)CC1=CC=C(C=N1)C#N)OCC1(CC1)O 6-{[(1R)-1-(4-Chlorophenyl)-7-fluoro-5-[1-hydroxy-1-(1-methyl-1H-pyrazol-4-yl)ethyl]-1-[(1-hydroxycyclopropyl)methoxy]-3-oxo-2,3-dihydro-1H-isoindol-2-yl]methyl}pyridin-3-carbonitril